OB1OC2=C(C[C@@H]1NC([C@@H](C1=CC=C(C=C1)P(=O)(O)O)NC(=O)N1C(NC=C1)=O)=O)C=CC=C2C(=O)O (R)-2-hydroxy-3-((R)-2-(2-oxo-2,3-dihydro-1H-imidazole-1-carboxamido)-2-(4-phosphonophenyl)acetamido)-3,4-dihydro-2H-benzo[e][1,2]oxaborinine-8-carboxylic acid